ClC=1C=C2C(N(CN(C2=CC1)C=1C(=C(C#N)C=CC1)C)C=1C(=NC(=CC1)OC)C)=O 3-(6-chloro-3-(6-methoxy-2-methylpyridin-3-yl)-4-oxo-3,4-dihydroquinazolin-1(2H)-yl)-2-methylbenzonitrile